3-chloro-2,4-difluoro-6-((4-fluoro-2-methylphenyl)-amino)-N-(6-methoxy-2-methylpyridin-3-yl)benzamide ClC=1C(=C(C(=O)NC=2C(=NC(=CC2)OC)C)C(=CC1F)NC1=C(C=C(C=C1)F)C)F